ClC=1C=NC=C(C(NOC(=O)C2=NNC(C=C2)=O)=N)C1 5-Chloro-N-((6-oxo-1,6-dihydropyridazine-3-carbonyl)oxy)nicotinimidamide